4,4-difluoro-2-(4-fluorophenyl)-N-{4-[3-(4-fluorophenyl)-5,7-dimethyl-4-oxo-4,5,6,7-tetrahydro-1H-pyrrolo[3,2-c]pyridin-2-yl]pyridin-2-yl}butanamide FC(CC(C(=O)NC1=NC=CC(=C1)C1=C(C=2C(N(CC(C2N1)C)C)=O)C1=CC=C(C=C1)F)C1=CC=C(C=C1)F)F